(S)-1-(oxetan-2-ylmethyl)-2-((4-(3-oxo-2-phenyl-1,2,3,4-tetrahydroisoquinolin-5-yl)piperidin-1-yl)methyl)-1H-benzo[d]imidazole-6-carboxylic acid O1[C@@H](CC1)CN1C(=NC2=C1C=C(C=C2)C(=O)O)CN2CCC(CC2)C2=C1CC(N(CC1=CC=C2)C2=CC=CC=C2)=O